1-[1-(2-fluoroacryloyl)azetidin-3-yl]-3-[4-(trifluoromethyl)phenyl]-7-(2,6-diazaspiro[3.4]oct-6-yl)-2,3-dihydro-1H-imidazo[4,5-b]pyridin-2-one FC(C(=O)N1CC(C1)N1C(N(C2=NC=CC(=C21)N2CC1(CNC1)CC2)C2=CC=C(C=C2)C(F)(F)F)=O)=C